4-Cyano-N-[4-(3-cyanophenyl)-5-(2,6-dimethyl-4-pyridyl)thiazol-2-yl]-4-methyl-piperidine-1-carboxamide C(#N)C1(CCN(CC1)C(=O)NC=1SC(=C(N1)C1=CC(=CC=C1)C#N)C1=CC(=NC(=C1)C)C)C